FC(C(=O)O)(F)F.FC(C(=O)O)(F)F.FC(C(=O)O)(F)F.COC(=O)C1CC(NCC1)C(CCCCCNC[C@@H](CC#CC)NC([C@@H](CC1=CC=CC=C1)N)=O)=O 2-[[(2R)-2-[[(2R)-2-amino-3-phenyl-propionyl]amino]hex-4-ynylamino]hexanoyl]piperidine-4-carboxylic acid methyl ester Tritrifluoroacetate